N-((3R,4S)-4-((6-(2,6-dichloro-3,5-dimethoxyphenyl)-8-((4-(pyrrolidin-1-yl)butyl)amino)pyrido[3,4-d]pyrimidin-2-yl)amino)tetrahydrofuran-3-yl)acrylamide ClC1=C(C(=C(C=C1OC)OC)Cl)C1=CC2=C(N=C(N=C2)N[C@H]2[C@H](COC2)NC(C=C)=O)C(=N1)NCCCCN1CCCC1